5,5-dibromo-3,3'''-bis(2-butyloctyl)-3'',4'-difluoro-2,2':5',2'':5'',2'''-quaterthiophene BrC1(CC(=C(S1)C=1SC(=C(C1)F)C=1SC(=CC1F)C=1SC=CC1CC(CCCCCC)CCCC)CC(CCCCCC)CCCC)Br